C(CCC)(C1=C(C(=CC=C1C)C(C)(C)C)O)C1=C(C(=CC=C1C)C(C)(C)C)O butylidene-bis(3-methyl-6-tert-butylphenol)